ClC=1C(C(=C(C(C1Cl)=O)Cl)C1=C(NC2=CC=CC=C12)C)=O 2,3,5-trichloro-6-(2-methyl-1H-indol-3-yl)cyclohexane-2,5-diene-1,4-dione